C(C)(C)(C)OC(=O)N[C@H](CC(=O)O)C(NC1CCN(CC1)C(CN1CCN(CCN(CCN(CC1)CC(OC(C)(C)C)=O)CC(OC(C)(C)C)=O)CC(=O)OC(C)(C)C)=O)=O (R)-3-((tert-butoxycarbonyl)amino)-4-oxo-4-((1-(2-(4,7,10-tris(2-(tert-butoxy)-2-oxoethyl)-1,4,7,10-tetraazacyclododecan-1-yl)acetyl)piperidin-4-yl)amino)butanoic acid